6-chloro-N-(4-methoxy-2-propyl-pyrimidin-5-yl)-1H-indole-3-sulfonamide ClC1=CC=C2C(=CNC2=C1)S(=O)(=O)NC=1C(=NC(=NC1)CCC)OC